cis-8-cis-11-tetradecene-3-yn-1-ol C(CC#CCCCCCC\C=C/CC)O